BrC1=CC=C(C=C1)S(=O)(=O)N1C[C@@H]([C@@H](CC1)NC1=NC=C(C=C1C)C(F)(F)F)O (3S,4R)-1-((4-bromophenyl)sulfonyl)-4-((3-methyl-5-(trifluoromethyl)pyridin-2-yl)amino)piperidin-3-ol